FC=1C=C(C(=O)O)C=C(C1)NCC=1N=C(SC1)C1=CC=C(C=C1)F 3-fluoro-5-(((2-(4-fluorophenyl)thiazol-4-yl)methyl)amino)benzoic Acid